1-tetra-hydropyran-4-ylethanone O1CCC(CC1)C(C)=O